OC1=CC=C(C=C1)C[C@@H](C(=O)O)NC(CNC(=O)[C@H]1N(CCC1)C(=O)[C@H]1N(CCC1)C(CCCCCCCCCCCCCCC)=O)=O (S)-3-(4-hydroxyphenyl)-2-(2-((S)-1-((S)-1-palmitoylpyrrolidine-2-carbonyl)pyrrolidine-2-amido)acetamido)propanoic acid